CN1N=CC(=C1)C1=CC=2C3=C(N=CC2C=C1)NC=C3C3CCC(CC3)=O 4-(8-(1-methyl-1H-pyrazol-4-yl)-3H-pyrrolo[2,3-c]isoquinolin-1-yl)cyclohexan-1-one